3-(5-(((S)-1-((2-(Isopropoxymethyl)quinolin-6-yl)methyl)pyrrolidin-3-yl)oxy)-1-oxoisoindolin-2-yl)piperidine-2,6-dione C(C)(C)OCC1=NC2=CC=C(C=C2C=C1)CN1C[C@H](CC1)OC=1C=C2CN(C(C2=CC1)=O)C1C(NC(CC1)=O)=O